OC=1C=C(C=2C=CC3=C(C=C(C=4C=CC1C2C43)S(=O)(=O)[O-])S(=O)(=O)[O-])S(=O)(=O)[O-] 8-hydroxy-1,3,6-pyrenetrisulphonate